6-[[1-[2-[2-(2-hydroxyethoxy)ethoxy]ethyl]-3-methoxy-pyrazol-4-yl]amino]-9-methyl-purin OCCOCCOCCN1N=C(C(=C1)NC1=C2N=CN(C2=NC=N1)C)OC